(S)-1-(4-(3-((4-(4-acetylpiperazine-1-carbonyl)-3-chlorophenyl)amino)azetidin-1-yl)piperidin-1-yl)-3,3,3-trifluoro-2-hydroxy-2-phenylpropan-1-one C(C)(=O)N1CCN(CC1)C(=O)C1=C(C=C(C=C1)NC1CN(C1)C1CCN(CC1)C([C@](C(F)(F)F)(C1=CC=CC=C1)O)=O)Cl